C(#N)CC(=O)N1CCC(CC1)N1N=CC(=C1C)C=1C=C(C=2N(C1)N=CC2C#N)OC 6-[1-[1-(2-Cyanoacetyl)-4-piperidyl]-5-methyl-pyrazol-4-yl]-4-methoxy-pyrazolo[1,5-a]pyridine-3-carbonitrile